caprylyl-glutamic acid trimethylamine salt CN(C)C.C(CCCCCCC)(=O)N[C@@H](CCC(=O)O)C(=O)O